1-oxopropan-2-yl-pyrrolidine-1-carboxylic acid tert-butyl ester C(C)(C)(C)OC(=O)N1C(CCC1)C(C=O)C